ClC1=C(C=CC=C1\C=C(\C=1N=CC=2CN(CCC2C1)C(C)C)/F)OS(=O)(=O)C(F)(F)F (Z)-2-chloro-3-(2-fluoro-2-(7-isopropyl-5,6,7,8-tetrahydro-2,7-naphthyridine-3-yl)vinyl)phenyl-trifluoromethanesulfonic acid